NCC1=CC=C(C=C1)N1C=NC2=C1C=CC(=C2)C(=O)NC 1-(4-(Aminomethyl)phenyl)-N-methyl-1H-benzo[d]imidazole-5-carboxamide